(S)-(6-(3-methyl-1H-pyrrolo[2,3-b]pyridin-5-yl)-8-(pyrrolidin-2-yl)-3,4-Dihydroisoquinolin-2(1H)-yl)(6-methylpyridin-3-yl)methanone CC1=CNC2=NC=C(C=C21)C=2C=C1CCN(CC1=C(C2)[C@H]2NCCC2)C(=O)C=2C=NC(=CC2)C